3-(5-amino-2-methylpyridin-3-yl)-N-ethyl-N-(4-methoxybenzyl)-1,6-naphthyridin-7-amine NC=1C=C(C(=NC1)C)C=1C=NC2=CC(=NC=C2C1)N(CC1=CC=C(C=C1)OC)CC